ClC1=C(C2=C(NC(OC23CN(CC3)C3=CC(=CN=N3)C(=O)NCC=3C=NC(=CC3)[C@H]3N(CC(C3)(F)F)C)=O)C=C1)F (S)-6-(6-Chloro-5-fluoro-2-oxo-1,2-dihydrospiro[benzo[d][1,3]oxazine-4,3'-pyrrolidin]-1'-yl)-N-((6-(4,4-difluoro-1-methylpyrrolidin-2-yl)pyridin-3-yl)methyl)pyridazine-4-carboxamide